CC1=C(C=CC(=C1)C)C=1N=C(SC1)NC(C1=CC=C(C=C1)OC)=O N-(4-(2,4-dimethylphenyl)thiazol-2-yl)-4-methoxybenzamide